The molecule is a member of the class of lipid As that is lipid A in which the free OH group on the N-hydroxytetradecanoyl group is carrying a palimitoyl group. It has a role as a bacterial metabolite. It is a member of lipid As, a dodecanoate ester, a tetradecanoate ester and a hexadecanoate ester. It is a conjugate acid of a palmitoyllipid A(4-). CCCCCCCCCCCCCCCC(=O)O[C@H](CCCCCCCCCCC)CC(=O)N[C@@H]1[C@H]([C@@H]([C@H](O[C@@H]1OP(=O)(O)O)CO[C@H]2[C@@H]([C@H]([C@@H]([C@H](O2)CO)OP(=O)(O)O)OC(=O)C[C@@H](CCCCCCCCCCC)OC(=O)CCCCCCCCCCCCC)NC(=O)C[C@@H](CCCCCCCCCCC)OC(=O)CCCCCCCCCCC)O)OC(=O)C[C@@H](CCCCCCCCCCC)O